tert-Butyl (S)-2-((3-(1-(4-cyclopropylphenyl)-2-oxo-1,2-dihydro-3H-imidazo[4,5-b]pyridin-3-yl)pyrrolidin-1-yl)methyl)-1-methyl-1H-imidazole-5-carboxylate C1(CC1)C1=CC=C(C=C1)N1C(N(C2=NC=CC=C21)[C@@H]2CN(CC2)CC=2N(C(=CN2)C(=O)OC(C)(C)C)C)=O